SC(CC(=O)[O-])C1=CC=CC=C1 3-mercapto-3-phenylpropionate